2-isopropyl-6-phenyl-N4-(5-(trifluoromethyl)pyridin-3-yl)-1,3,5-triazine-2,4-diamine C(C)(C)C1(NC(=NC(=N1)NC=1C=NC=C(C1)C(F)(F)F)C1=CC=CC=C1)N